bis(N-4-Methylbenzylethylthiocarbamoyl) disulphide CC1=CC=C(CCCNC(=S)SSC(NCCCC2=CC=C(C=C2)C)=S)C=C1